C(C)(C)(C)C1=C(C(=CC(=C1)C(C)(C)C)C(C)(C)C)S 2,4,6-tri-tert-butyl-thiophenol